3α-hydroxy-5β-cholan O[C@H]1C[C@H]2CC[C@H]3[C@@H]4CC[C@H]([C@@H](CCC)C)[C@]4(CC[C@@H]3[C@]2(CC1)C)C